[Cl-].[Cl-].C(C)(C)=[Zr+2](C1=CC=CC=2C3=CC=CC=C3CC12)C1C=C(C=C1C)C(C)(C)C isopropylidene(3-tert-butyl-5-methyl-cyclopentadienyl)(fluorenyl)zirconium dichloride